CC1(CC(CC(C1)C)OC(C(=C)C)=O)C 3,3,5-Trimethylcyclohexylmethacrylat